BrCC1=C(C(=C(C(=C1F)F)CBr)F)F 1,4-bis(bromomethyl)-2,3,5,6-tetrafluorobenzene